ClC=1C=C(C=CC1Cl)CNC=1N=C(C2=C(N1)C=NN2CCCC#N)OC 4-[5-[(3,4-dichlorophenyl)methylamino]-7-methoxy-pyrazolo[4,3-d]pyrimidin-1-yl]butanenitrile